methyl 4-[2-[2-[2-[bis(tert-butoxycarbonyl)amino]ethoxy]ethoxy]ethoxy]benzoate C(C)(C)(C)OC(=O)N(CCOCCOCCOC1=CC=C(C(=O)OC)C=C1)C(=O)OC(C)(C)C